BrC1=C(C=CC=C1)CC(=O)NC1=CN(C(C=C1)=O)C1=CC=CC=C1 2-(2-bromophenyl)-N-(6-oxo-1-phenyl-1,6-dihydropyridin-3-yl)acetamide